FC1=CC=C(C=C1)C1=NN2C(OCC2)=C1 6-(4-fluorophenyl)-2,3-dihydropyrazolo[5,1-b]oxazole